CC1(CN(CC1)C1=NC2=C(C=C(C=C2C(N1C)=O)C)[C@@H](C)NC1=C(C(=O)O)C=CC=C1)C (R)-2-((1-(2-(3,3-dimethylpyrrolidin-1-yl)-3,6-dimethyl-4-oxo-3,4-dihydroquinazolin-8-yl)ethyl)amino)benzoic acid